5-(N-t-butoxycarbonylamino)-1-pentanol C(C)(C)(C)OC(=O)NCCCCCO